N-[3-(azepan-1-yl)-4-(4-thieno[2,3-c]pyridin-7-ylpiperazine-1-carbonyl)phenyl]Cyclopropanecarboxamide N1(CCCCCC1)C=1C=C(C=CC1C(=O)N1CCN(CC1)C=1N=CC=C2C1SC=C2)NC(=O)C2CC2